methyl 2-(3-((6-(((S)-1-(3-(tert-butyl)phenyl)ethyl)carbamoyl)-1,2-dimethyl-1H-indol-3-yl)methyl)phenoxy)-3-methylbutanoate C(C)(C)(C)C=1C=C(C=CC1)[C@H](C)NC(=O)C1=CC=C2C(=C(N(C2=C1)C)C)CC=1C=C(OC(C(=O)OC)C(C)C)C=CC1